bis(dicyclohexyl-t-butylphosphine) palladium (II) dichloride [Pd](Cl)Cl.C1(CCCCC1)P(C(C)(C)C)C1CCCCC1.C1(CCCCC1)P(C(C)(C)C)C1CCCCC1